2,5-dihydrazinyl-1,3,4-thiadiazole N(N)C=1SC(=NN1)NN